C[C@H]1N([C@@H](CNC1)C)C(=O)N1N=C(C=C1)C ((2R,6R)-2,6-dimethylpiperazin-1-yl)(3-methyl-1H-pyrazol-1-yl)methanone